(2-amino-6-(isoquinolin-4-yl)imidazo[1,2-a]pyridin-3-yl)((1S,2S)-2-fluorocyclopropyl)methanone NC=1N=C2N(C=C(C=C2)C2=CN=CC3=CC=CC=C23)C1C(=O)[C@H]1[C@H](C1)F